6-(2-((5-(4-isopropylpiperazine-1-carbonyl)pyridin-2-yl)amino)-5-fluoropyrimidin-4-yl)-1-isopropyl-3,4-dihydro-2(1H)-quinolinone C(C)(C)N1CCN(CC1)C(=O)C=1C=CC(=NC1)NC1=NC=C(C(=N1)C=1C=C2CCC(N(C2=CC1)C(C)C)=O)F